4-cyanotetrahydropyran-4-carboxylate C(#N)C1(CCOCC1)C(=O)[O-]